C\C(=C/CC1OCCO1)\CCCC(C)C (E)-2-(3,7-dimethyloct-2-en-1-yl)-1,3-dioxacyclopentane